NC=1C(=NC(=CC1)C1=CC(=CC=C1)C1=NOC(=C1)[C@]1(C(N(CC1)C)=O)O)C(=O)N (R)-3-Amino-6-(3-(5-(3-hydroxy-1-methyl-2-oxopyrrolidin-3-yl)isoxazol-3-yl)phenyl)picolinamide